C(C)OC(CN(C1=C(C=CC=C1)NC1=CC=CC=C1)C=O)=O N-formyl-N-(2-(phenylamino)phenyl)glycine ethyl ester